4-(6-bromonicotinoyl)piperidine-1-carboxylic acid tert-butyl ester C(C)(C)(C)OC(=O)N1CCC(CC1)C(C1=CN=C(C=C1)Br)=O